6-[(1R)-1-aminopropyl]-2-chloro-N-[(furan-2-yl)methyl]-7-methylthieno[3,2-d]pyrimidin-4-amine N[C@H](CC)C1=C(C=2N=C(N=C(C2S1)NCC=1OC=CC1)Cl)C